3,7-dimethyl-8-(methylthio)-1-phenyl-1H-purine-2,6(3H,7H)-dione CN1C(N(C(C=2N(C(=NC12)SC)C)=O)C1=CC=CC=C1)=O